BrC1=CC=C(C=C1)CCNC1=NC=NC(=C1)C=1SC(=C(C1)OCC)C1=NOC(=N1)C1COC1 [2-(4-Bromo-phenyl)-ethyl]-{6-[4-ethoxy-5-(5-oxetan-3-yl-[1,2,4]oxadiazol-3-yl)-thiophen-2-yl]-pyrimidin-4-yl}-amine